Copper-lithium sulphide [S-2].[Li+].[Cu+2]